C1(CC1)C=1N=CC(=NC1)[C@@H](C)N1C(C=2N([C@@H](C1)C)N=C1C2CN([C@@H](C1)C)C(C1=CC(=C(C=C1)Cl)Cl)=O)=O |o1:9| (3R,7R)-9-((R*)-1-(5-cyclopropylpyrazin-2-yl)ethyl)-2-(3,4-dichlorobenzoyl)-3,7-dimethyl-1,2,3,4,8,9-hexahydropyrido[4',3':3,4]pyrazolo[1,5-a]pyrazin-10(7H)-one